1,3-di(1H-indol-3-yl)acetone N1C=C(C2=CC=CC=C12)CC(=O)CC1=CNC2=CC=CC=C12